NC1=CC(=C(C(=N1)C1=C(C=C2C(=NC(=NC2=C1)OC[C@H]1N(CCC1)C)N1CC(N(CC1)C(C(=C)F)=O)CF)Cl)C(F)(F)F)C 1-[4-[7-[6-amino-4-methyl-3-(trifluoromethyl)-2-pyridyl]-6-chloro-2-[[(2S)-1-methylpyrrolidin-2-yl]methoxy]quinazolin-4-yl]-2-(fluoromethyl)piperazin-1-yl]-2-fluoro-prop-2-en-1-one